1-chloroimidazole ClN1C=NC=C1